CNS(=O)(=O)NCC1=NN2C(CN(CCC2)C(=O)OC(C)(C)C)=C1 tert-butyl 2-(((N-methylsulfamoyl)amino)methyl)-7,8-dihydro-4H-pyrazolo[1,5-a][1,4]diazepine-5(6H)-carboxylate